7-isopropyl-9-oxo-10-thia-9,10-dihydro-anthracene-2-yl-diphenylsulfonium C(C)(C)C1=CC=C2SC=3C=CC(=CC3C(C2=C1)=O)[S+](C1=CC=CC=C1)C1=CC=CC=C1